2-oxa-1,4-butanediol diacetate C(C)(=O)OCOCCOC(C)=O